[B].OC=1C=CC=C2C=CC=NC12 (8-hydroxyquinoline) boron